ClC1=C(C=C(OC2=C(C=C(COC=3C=NC(N4C3N3C5(COC(C3)C5)CC4)=O)C=C2)F)C=C1)C(F)(F)F ((4-(4-chloro-3-(trifluoromethyl)phenoxy)-3-fluorobenzyl)oxy)-6,7,10,11-tetrahydro-4H,8H-7a,10-methanopyrimido[6',1':2,3]pyrimido[6,1-c][1,4]oxazin-4-one